Pentyl-hydrazine C(CCCC)NN